3-fluoro-5-formyl-4-hydroxy-N-(2-(4-(pyrrolidin-1-yl)phenyl)cyclopropyl)benzamide FC=1C=C(C(=O)NC2C(C2)C2=CC=C(C=C2)N2CCCC2)C=C(C1O)C=O